S1C=C(C=C1)C=1C=C(C=CC1)C1(CC1)C1=C(C(=O)N)C=CC=C1 (1-(3-(thiophen-3-yl)phenyl)cyclopropyl)benzamide